COC(C=1C(C(=O)OC)=CC(=C(C1)[N+](=O)[O-])C)=O 4-Methyl-5-nitrophthalic acid dimethyl ester